2-[[4-[4-hydroxy-4-phenylpiperidinyl]-6-(5-oxazolyl)-2-pyrimidinyl]amino]-4-methyl-5-thiazolecarboxylic acid ethyl ester C(C)OC(=O)C1=C(N=C(S1)NC1=NC(=CC(=N1)N1CCC(CC1)(C1=CC=CC=C1)O)C1=CN=CO1)C